ClC1=CC=C(C=N1)C(CCC(=O)OC)(C)C#N methyl 4-(6-chloropyridin-3-yl)-4-cyanovalerate